1-methyl-2-((1,2,2-trimethyl-bicyclo(3.1.0)hex-3-yl)methyl)cyclopropanemethanol CC1(C(C1)CC1C(C2(CC2C1)C)(C)C)CO